[13C](CCCCCCCCCCC)(=O)O lauric acid-1-13C